C[C@@H]([C@@H]([C@H]1[C@H]([C@H](C[C@](O1)(C(=O)[O-])O)O)NC(=O)C)NC(=O)C)O The molecule is a monocarboxylic acid anion arising from deprotonation of the carboxy group of pseudaminic acid; major species at pH 7.3. It is a carbohydrate acid derivative anion and a monocarboxylic acid anion. It is a conjugate base of a pseudaminic acid.